ethylphenyl-glycidic acid ethyl ester C(C)OC(C1(C(O1)CC)C1=CC=CC=C1)=O